2-(2-fluoro-4-nitro-phenyl)-4,4,5,5-tetramethyl-1,3,2-dioxaborolane FC1=C(C=CC(=C1)[N+](=O)[O-])B1OC(C(O1)(C)C)(C)C